azetidin-3-yl 2-[[4-[[2-(6-methyl-2-pyridyl)pyrimidin-4-yl]amino]pyrimidin-2-yl]amino]pyridine-4-carboxylate CC1=CC=CC(=N1)C1=NC=CC(=N1)NC1=NC(=NC=C1)NC1=NC=CC(=C1)C(=O)OC1CNC1